calcium tetradecylnaphthalenesulfonate C(CCCCCCCCCCCCC)OS(=O)(=O)C1=CC=CC2=CC=CC=C12.[Ca]